O1CCOC12CCN(CC2)C=2C=CN=C1C=CC(=NC21)C=2C=C(C=CC2)S(=O)(=O)N 3-(8-{1,4-dioxa-8-azaspiro[4.5]decan-8-yl}-1,5-naphthyridin-2-yl)benzene-1-sulfonamide